Methyl (2E)-3-(3-pyridinyl)-2-hexenoate N1=CC(=CC=C1)/C(=C/C(=O)OC)/CCC